tert-butyl (2R,5S)-5-[2-(4-chloro-3-fluorophenoxy)acetamido]-2-[6-(trifluoromethoxy)-1,3-benzoxazol-2-yl]piperidine-1-carboxylate ClC1=C(C=C(OCC(=O)N[C@H]2CC[C@@H](N(C2)C(=O)OC(C)(C)C)C=2OC3=C(N2)C=CC(=C3)OC(F)(F)F)C=C1)F